C(C)(=O)[O-].[NH4+] Ammonium Acetate